N-phenyl-diethanolamine C1(=CC=CC=C1)N(CCO)CCO